2-bromo-7-(bromomethyl)-12-oxa-3-thia-6-azatricyclo[6.4.1.04,13]Tridec-1,4(13),7-trien-5-one BrC1=C2OCCCC3=C(NC(C(S1)=C23)=O)CBr